6-bromo-2-methyl-quinoline BrC=1C=C2C=CC(=NC2=CC1)C